((2R,3S,5R)-5-(6-amino-2-fluoro-9H-purin-9-yl)-2-ethynyl-3-hydroxytetrahydrofuran-2-yl)methyl heptanoyl-L-alaninate C(CCCCCC)(=O)N[C@@H](C)C(=O)OC[C@]1(O[C@H](C[C@@H]1O)N1C2=NC(=NC(=C2N=C1)N)F)C#C